tert-butyl (3-(((S)-2-((S)-4-((S)-2-methylpiperidin-1-yl)-4-oxo-2-(3-phenylpropanamido) butanamido)propanamido) methyl)phenyl)carbamate C[C@@H]1N(CCCC1)C(C[C@@H](C(=O)N[C@H](C(=O)NCC=1C=C(C=CC1)NC(OC(C)(C)C)=O)C)NC(CCC1=CC=CC=C1)=O)=O